[Se]1N=CC=C1 isoselenazole